(S)-2-fluoro-5-(2-(2-methylazetidin-1-yl)-6,7-dihydro-5H-cyclopenta[d]pyrimidin-4-yl)benzenesulfonamide FC1=C(C=C(C=C1)C=1C2=C(N=C(N1)N1[C@H](CC1)C)CCC2)S(=O)(=O)N